C(C)(C)(C)C1=CC=C(C=C1)C=CS(=O)(=O)C1=CC=CC=C1 1-(t-butyl)-4-(2-(benzenesulfonyl)vinyl)benzene